O=C1C(NCC1)C(=O)NC1=NC(=NC(=N1)C1=CC=CC=C1)NC1=CC=CC=C1 oxo-N-(4-phenyl-6-(phenylamino)-1,3,5-triazin-2-yl)pyrrolidine-2-carboxamide